O=C1NC(CCC1N1C(C2=CC=C(C=C2C1=O)CN1CCC(CC1)C1=NOC2=C1C=CC(=C2)F)=O)=O 2-(2,6-dioxopiperidin-3-yl)-5-((4-(6-fluorobenzo[d]isoxazol-3-yl)piperidin-1-yl)methyl)isoindoline-1,3-dione